[4-bromo-2-(chloromethyl)-3-fluorophenyl](methyl)sulfane BrC1=C(C(=C(C=C1)SC)CCl)F